7-chloro-1,3-dihydro-5-phenyl-2H-1,4-benzodiazepine-2-thione ClC=1C=CC2=C(C(=NCC(N2)=S)C2=CC=CC=C2)C1